C1OCC12CC(C2)NC(=O)C=2N=NC=CC2 N-(2-oxaspiro[3.3]heptan-6-yl)pyridazine-3-carboxamide